Imino-dimethyl-oxo-lambda6-Sulfane N=S(=O)(C)C